[Si](C1=CC=CC=C1)(C1=CC=CC=C1)(C(C)(C)C)OC1(CN(CCOC1)C1=NC(=NC(=N1)Cl)OCC12N(CC3=CC=CC=C13)CCC2)C 6-((Tert-butyldiphenylsilyl)oxy)-4-(4-chloro-6-((2,3-dihydro-1H-pyrrolo[2,1-a]isoindol-9b(5H)-yl)methoxy)-1,3,5-triazin-2-yl)-6-methyl-1,4-oxazepane